C12OCC(CC1)(CC2)C2=NC=C1N2CCNC1 3-(2-oxabicyclo[2.2.2]oct-4-yl)-5,6,7,8-tetrahydroimidazo[1,5-a]pyrazine